NC1=NC=CC(=C1)CCC1=CN=C(S1)NC(=O)NC=1N(N=C(C1)C(C)(C)C)C1=CC=C(C=C1)Cl (5-[2-(2-Amino-pyridin-4-yl)-ethyl]-thiazol-2-yl)-3-[5-tert-butyl-2-(4-chloro-phenyl)-2H-pyrazol-3-yl]-urea